(4-((2-hydroxyethyl)sulfonylamino)-2-(6-azaspiro[2.5]oct-6-yl)phenyl)-2-(pyrrolidin-1-yl)thiazole-4-carboxamide OCCS(=O)(=O)NC1=CC(=C(C=C1)C1=C(N=C(S1)N1CCCC1)C(=O)N)N1CCC2(CC2)CC1